C(C)(C)(C)OC(=O)N1CCC=2C=C(C(=NC2C1)OCC1=C(C=C(C=C1)Cl)F)CF ((4-chloro-2-fluorobenzyl)oxy)-3-(fluoromethyl)-5,8-dihydro-1,7-naphthyridine-7(6H)-carboxylic acid tert-butyl ester